FC1=CC=2N=C(SC2C=2C[C@@H](OC21)CN)C2=C1N=CC(=NC1=CC(=C2)C)OC (R)-(5-fluoro-2-(2-methoxy-7-methylquinoxalin-5-yl)-7,8-dihydrobenzofuro[5,4-d]thiazol-7-yl)methylamine